C(C)(C)OC1=CC=C2CN(N(C2=C1)C1=NC=CC=C1)C1CCOCC1 6-Isopropoxy-N-(pyridin-2-yl)-2-(tetrahydro-2H-pyran-4-yl)-2H-indazole